N-(4-((4-(3,5-Dichlorophenyl)piperazin-1-yl)sulfonyl)-2-methylphenyl)-2-(N-methylmethyl-sulfonamido)benzamide ClC=1C=C(C=C(C1)Cl)N1CCN(CC1)S(=O)(=O)C1=CC(=C(C=C1)NC(C1=C(C=CC=C1)N(S(=O)(=O)C)C)=O)C